C(C)C12CC3(CC(CC(C1)C3)C2)CCNCCC#N 3-{[2-(3-ethyl-adamantan-1-yl)ethyl]amino}propionitrile